C(=O)O[C@H]1CN(C[C@@H](C1)NC1=NN=C(C=2N1C=CC2)C2=C(C=C(C=C2O)C2CC2)F)C (3R,5R)-5-{[1-(4-cyclopropyl-2-fluoro-6-hydroxyphenyl)pyrrolo[1,2-d][1,2,4]triazin-4-yl]amino}-1-methylpiperidin-3-ol formate